C(CCC)C1=C(C(=C(C(N1)=O)S(=O)(=O)C1=CC=C(C=C1)C1CC1)O)C1=C(C=CC=C1OC)OC 6-butyl-3-((4-cyclopropylphenyl)sulfonyl)-5-(2,6-dimethoxyphenyl)-4-hydroxypyridin-2(1H)-one